FC(OC1=CC=C(C=C1)C1=CN=C2N1C=CN=C2NC2=CC(=C(C=C2)C(=O)N2C[C@@H]([C@H](CC2)C(=O)N2CCNCC2)O)C)F |r| [4-[[3-[4-(difluoromethoxy)phenyl]imidazo[1,2-a]pyrazin-8-yl]amino]-2-methylphenyl]-[rac-(3R,4S)-3-hydroxy-4-(piperazine-1-carbonyl)piperidin-1-yl]methanone